2-(2-bromo-5-nitro-4-pyridinyl)-N,N-dimethyl-ethylamine BrC1=NC=C(C(=C1)CCN(C)C)[N+](=O)[O-]